3-nitro-oxy-propyl benzoate C(C1=CC=CC=C1)(=O)OCCCO[N+](=O)[O-]